OC=1C=C(C=CC1)C1=NN(C(=C1)C1=CC=CC=C1)CC(=O)N[C@@H](CC(C)C)B(O)O (R)-(1-(2-(3-(3-hydroxyphenyl)-5-phenyl-1H-pyrazol-1-yl)acetamido)3-methylbutyl)boronic acid